C1(CCCCC1)C=1C=CC(=NC1)CN(C(=O)[C@@H]1N(CC1)S(=O)(=O)C1=C(C(=C(C(=C1F)F)F)F)F)C1=CC(=C(C(=O)O)C=C1)O (R)-4-(N-((5-cyclohexylpyridin-2-yl)methyl)-1-((perfluorophenyl)sulfonyl)azetidine-2-carboxamido)-2-hydroxybenzoic acid